FC1=NC(=CC=C1)C=O 2-FLUORO-6-FORMYLPYRIDINE